FC1=C(C=CC=C1)S(=O)(=O)N1CC2(C1)CC(C2)N2[C@@H](COC=1C(=C2)SC(N1)C)C (6R)-7-[2-(2-fluorophenyl)sulfonyl-2-azaspiro[3.3]heptan-6-yl]-2,6-dimethyl-5,6-dihydrothiazolo[5,4-f][1,4]oxazepine